N2,N5-bis(2,5,8,11,14,17,20,23,26,29,32,35-dodecaoxaheptatriacontan-37-yl)pyrazine-2,5-dicarboxamide COCCOCCOCCOCCOCCOCCOCCOCCOCCOCCOCCOCCNC(=O)C1=NC=C(N=C1)C(=O)NCCOCCOCCOCCOCCOCCOCCOCCOCCOCCOCCOCCOC